C(C)OC(=O)C=1C=NN(C1)CC1=CC=C(C=C1)C1=NOC(=N1)C(F)(F)F 1-{4-[5-(trifluoromethyl)-1,2,4-oxadiazol-3-yl]benzyl}-1H-pyrazole-4-carboxylic acid ethyl ester